C12(CC3CC(CC(C1)C3)C2)CN2C(C(=CC=C2)[N+](=O)[O-])=O 1-(1-adamantylmethyl)-3-nitropyridin-2(1H)-one